COC(C1=CC(=CC(=C1)C#CCNC(=O)OC(C)(C)C)N)=O 3-amino-5-(3-((tert-Butoxycarbonyl)amino)prop-1-yn-1-yl)benzoic acid methyl ester